potassium trifluoro(oxetan-3-yl)borate [B-](C1COC1)(F)(F)F.[K+]